COC1=CC(=C(C=C1NC1=NC=C(C(=N1)C1=CN(C2=CC=CC=C12)C)S(=O)(=O)C)NC(C=C)=O)N(CC1N(CCC1)C)C N-(4-Methoxy-2-(methyl((1-methylpyrrolidin-2-yl)methyl)amino)-5-((4-(1-methyl-1H-indol-3-yl)-5-(methylsulfonyl)pyrimidin-2-yl)amino)phenyl)acrylamide